4-chloro-6-fluoro-7-(2-fluoro-6-methoxyphenyl)-1-(3-isopropyl-1,5-dimethyl-1H-pyrazol-4-yl)-3-nitro-1,8-naphthyridin-2(1H)-one ClC1=C(C(N(C2=NC(=C(C=C12)F)C1=C(C=CC=C1OC)F)C=1C(=NN(C1C)C)C(C)C)=O)[N+](=O)[O-]